4,4,4-trifluoro-N-(8-fluoro-2-methyl-3-quinolyl)-2-[(4-fluorophenyl)methyl]-2-methyl-butanamide FC(CC(C(=O)NC=1C(=NC2=C(C=CC=C2C1)F)C)(C)CC1=CC=C(C=C1)F)(F)F